ClC=1SC=C(N1)CCNN 2-chloro-4-(2-hydrazinoethyl)-1,3-thiazole